C(CCCCCCC\C=C/CCCCCCCC)(=O)OCO.C(CCCCCCC\C=C/CCCCCCCC)(=O)OCO.C(CCCCCCC\C=C/CCCCCCCC)(=O)OCO trimethylol trioleate